N1CC(C1)S(=O)(=O)C1=CC(=C(C(=O)NC=2C=C3C(=NN(C3=CC2)C)N2CCC(CC2)(F)F)C=C1)N1CCC2(CC2)CC1 4-(Azetidin-3-ylsulfonyl)-N-(3-(4,4-difluoropiperidin-1-yl)-1-methyl-1H-indazol-5-yl)-2-(6-azaspiro[2.5]oct-6-yl)benzamide